methyl-(2-methylbenzyl)sulfonium tetrakis(pentafluorophenyl)borate FC1=C(C(=C(C(=C1[B-](C1=C(C(=C(C(=C1F)F)F)F)F)(C1=C(C(=C(C(=C1F)F)F)F)F)C1=C(C(=C(C(=C1F)F)F)F)F)F)F)F)F.C[SH+]CC1=C(C=CC=C1)C